4-[5-methanesulfonyl-4-(4-trifluoromethoxy-phenyl)-pyrimidin-2-ylamino]-N-(2-methyl-5-morpholin-4-ylmethyl-phenyl)-benzamide CS(=O)(=O)C=1C(=NC(=NC1)NC1=CC=C(C(=O)NC2=C(C=CC(=C2)CN2CCOCC2)C)C=C1)C1=CC=C(C=C1)OC(F)(F)F